6-(BENZYLTHIO)-1-(5-FLUORO-2-METHOXY-4-(3,3,3-TRIFLUOROPROP-1-EN-2-YL)PHENYL)QUINOLIN-2(1H)-ONE C(C1=CC=CC=C1)SC=1C=C2C=CC(N(C2=CC1)C1=C(C=C(C(=C1)F)C(=C)C(F)(F)F)OC)=O